N-{4-[5-chloro-3-(pyridin-2-yl)-1H-pyrrolo[3,2-b]pyridin-2-yl]pyridin-2-yl}-2-(4-fluorophenyl)acetamide ClC1=CC=C2C(=N1)C(=C(N2)C2=CC(=NC=C2)NC(CC2=CC=C(C=C2)F)=O)C2=NC=CC=C2